C(C)(C)(C)C1=CC=C(C=C1)N(C(=O)[C@@H]1NCC[C@H]1F)C(C(=O)NC1CCCCC1)C=1C=NC=CC1 (2S,3R)-N-(4-tert-butylphenyl)-N-[2-(cyclohexylamino)-2-oxo-1-(3-pyridyl)ethyl]-3-fluoro-pyrrolidine-2-carboxamide